4-Dimethylamino-4-nitrostilbene tert-butyl-4-(1-(2,6-dioxopiperidin-3-yl)-3-methyl-2-oxo-2,3-dihydro-1H-benzo[d]imidazol-5-yl)-[1,3'-bipiperidine]-1'-carboxylate C(C)(C)(C)OC(=O)N1CC(CCC1)N1CCC(CC1)C1=CC2=C(N(C(N2C)=O)C2C(NC(CC2)=O)=O)C=C1.CN(C1(CC=C(C=C1)C=CC1=CC=CC=C1)[N+](=O)[O-])C